4-cyano-1H-imidazole-2-carboxylic acid [2-(4,4-dimethyl-cyclohex-1-enyl)-6-(2,2,6,6-tetramethyl-tetrahydro-pyran-4-yl)-pyridin-3-yl]-amide CC1(CC=C(CC1)C1=NC(=CC=C1NC(=O)C=1NC=C(N1)C#N)C1CC(OC(C1)(C)C)(C)C)C